bis[4-(vinyloxymethyl)cyclohexylmethyl] glutarate C(CCCC(=O)OCC1CCC(CC1)COC=C)(=O)OCC1CCC(CC1)COC=C